C(CCC)C=1C=C(C(=C(C1)O)C1C=C(CCC1)C)OC=C 5-Butyl-3-ethenoxy-2-(3-methylcyclohex-2-en-1-yl)phenol